4,6-disulfo-1-naphthalenesulfonic acid S(=O)(=O)(O)C1=CC=C(C2=CC=C(C=C12)S(=O)(=O)O)S(=O)(=O)O